C1(=CC=CC=C1)P(C1=CC=CC=C1)[C-]1C=CC=C1.[CH-]1C=CC=C1.[Fe+2] (diphenyl-phosphino)-ferrocene